C12(CC3CC(CC(C1)C3)C2)NCCCCCCCSC2=C3CN(C(C3=CC=C2)=O)C2C(NC(CC2)=O)=O 3-(4-((7-((adamantan-1-yl)amino)heptyl)thio)-1-oxoisoindolin-2-yl)piperidine-2,6-dione